C(C)OC(=O)C1=C(N=CN1C(=C)C1=CC=CC=C1)Cl 4-chloro-1-(1-phenylvinyl)-1H-imidazole-5-carboxylic acid ethyl ester